1-(1-methylcyclopropyl)-1H-imidazole-4-carboxylic acid ethyl ester C(C)OC(=O)C=1N=CN(C1)C1(CC1)C